O=C1OCCN1C=1C=C(C(=O)OC)C=CC1 methyl 3-(2-oxooxazolidin-3-yl)benzoate